3-isopropyl-8-(2,3,5-trifluorophenyl)imidazo[1,2-a]pyrazine-2-carboxylic acid C(C)(C)C1=C(N=C2N1C=CN=C2C2=C(C(=CC(=C2)F)F)F)C(=O)O